C(C)(C)(C)OC(=O)N1C[C@@H](N(CC1)C1=NC=C(C=C1F)C(F)(F)F)CO (R)-4-(3-fluoro-5-(trifluoromethyl)pyridin-2-yl)-3-(hydroxymethyl)piperazine-1-carboxylic acid tert-butyl ester